BrC=1C=C(CNC2CC2)C=C(C1)Cl N-(3-bromo-5-chlorobenzyl)cyclopropanamine